bis(2,6-di-tert-butyl-4-methylphenyl)pentaerythritol di-phosphate P(=O)(O)(O)O.P(=O)(O)(O)O.C(C)(C)(C)C1=C(C(=CC(=C1)C)C(C)(C)C)C(O)(C(CO)(CO)CO)C1=C(C=C(C=C1C(C)(C)C)C)C(C)(C)C